5-[1-hydroxy-2-(o-tolylamino)ethyl]-1,3-oxazol-2(3H)-one OC(CNC1=C(C=CC=C1)C)C1=CNC(O1)=O